CC1(C2C(N(C(C12)=O)CC1=CC2=NC=CC(=C2S1)C1=NC(=CC(=C1NC(=O)C1CCN(CC1)C(=O)OCC1=CC=CC=C1)C)C)=O)C benzyl 4-((2-(2-((6,6-dimethyl-2,4-dioxo-3-azabicyclo[3.1.0]hexan-3-yl)methyl)thieno[3,2-b]pyridin-7-yl)-4,6-dimethylpyridin-3-yl)carbamoyl)piperidine-1-carboxylate